(S)-N-(5-(5-fluoro-2-mercaptobenzamido)-1-(5-(naphthalen-2-yl)-1H-imidazol-2-yl)pentyl)thiazole-5-carboxamide FC=1C=CC(=C(C(=O)NCCCC[C@@H](C=2NC(=CN2)C2=CC3=CC=CC=C3C=C2)NC(=O)C2=CN=CS2)C1)S